C(C)(C)(C)[Si](OC(C)C)(OC(C)C)C(C)(C)C di-tert-butyl-diisopropyloxysilane